ClC1=C(C(=CC=C1)Cl)C(C)N1N=CC(=C1)N 1-(1-(2,6-dichlorophenyl)ethyl)-1H-pyrazol-4-amine